[N+](=O)([O-])C1=C(C=C(C=C1)OCCCN1CCCC1)O 2-nitro-5-(3-(pyrrolidin-1-yl)propoxy)phenol